BrC1=C(N)C(=C(C(=C1C1=CC=CC=C1)C)C1=CC=CC=C1)Br 2,6-dibromo-3,5-diphenyl-4-methylaniline